Disodium 2,2'-(1,4-phenylene)bis(6-sulfo-1H-1,3-benzimidazole-4-sulfonate) C1(=CC=C(C=C1)C1=NC2=C(N1)C=C(C=C2S(=O)(=O)[O-])S(=O)(=O)O)C2=NC1=C(N2)C=C(C=C1S(=O)(=O)[O-])S(=O)(=O)O.[Na+].[Na+]